O=C1C(=COC=C1)C(=O)OC(C)(C)C tert-Butyl 4-oxo-4H-pyran-3-formate